C(C=C)(=O)N1[C@H](CN(C[C@H]1C)C1=NC(N2C3=C(C(=C(C=C13)C(F)(F)F)C1=CC(=CC=C1)Br)SC[C@@H]2COC)=O)C (S)-7-((3S,5R)-4-acryloyl-3,5-dimethylpiperazin-1-yl)-10-(3-bromophenyl)-3-(methoxymethyl)-9-(trifluoromethyl)-2,3-dihydro-5H-[1,4]thiazino[2,3,4-ij]quinazolin-5-one